3-(6-((3S,5R)-3,5-dimethylpiperazin-1-yl)pyridin-2-yl)pyrazolo[1,5-a]pyridine C[C@H]1CN(C[C@H](N1)C)C1=CC=CC(=N1)C=1C=NN2C1C=CC=C2